5-bromo-6-methyl-1-(1-methyl-1H-pyrazol-4-yl)-4-oxo-1,4-dihydropyridine-3-carboxylic acid BrC=1C(C(=CN(C1C)C=1C=NN(C1)C)C(=O)O)=O